cesium hydroxide [OH-].[Cs+]